ClC1=NC(=C2N=CN(C2=N1)[C@H]1[C@H](OC(C)=O)[C@H](OC(C)=O)[C@H](O1)COC(C)=O)Cl 2,6-dichloro-9-(2',3',5'-tri-O-acetyl-β-D-ribofuranosyl)-9H-purine